FC=1C=CC(=C(C1)C1CCN(CC1)[C@@H]1COC2(CNC2)C1)OC1CCOCC1 (S)-7-(4-(5-fluoro-2-((tetrahydro-2H-pyran-4-yl)oxy)phenyl)piperidin-1-yl)-5-oxa-2-azaspiro[3.4]octane